C1C(C=CCCCCCCCC)O1 Dodecenen oxid